tert-butyl (1R,5S)-3-(2-(benzyloxy)-7-chloro-8-fluoropyrido[4,3-d]pyrimidin-4-yl)-3,8-diazabicyclo[3.2.1]octane-8-carboxylate C(C1=CC=CC=C1)OC=1N=C(C2=C(N1)C(=C(N=C2)Cl)F)N2C[C@H]1CC[C@@H](C2)N1C(=O)OC(C)(C)C